cis-2-aminocyclohexan-1-ol N[C@@H]1[C@@H](CCCC1)O